Cl.N1[C@@H](CC2=CC=CC=C12)C(=O)OC methyl (S)-indoline-2-carboxylate hydrochloride